1,4-dihydro-2H-3,1-benzoxazin-2-one hydrochloride Cl.N1C(OCC2=C1C=CC=C2)=O